N-methyl-pyrrolidone sodium [Na].CN1C(CCC1)=O